C1(CCCCC1)CC12CCC(C3C4C=CC(C13)C4)C2 cyclohexylmethyl-1,2,3,4,4a,5,8,8a-octahydro-1,4:5,8-dimethanonaphthalene